FC(CNC1=NN2C(C=N1)=C(C=C2)C=2C=C(C1=C(N(C(=N1)C)C(C)C)C2)F)(C)F N-(2,2-difluoropropyl)-5-(4-fluoro-1-isopropyl-2-methyl-1H-benzo[d]imidazol-6-yl)pyrrolo[2,1-f][1,2,4]triazin-2-amine